ClC(C1=NC(=NC(=N1)C(Cl)(Cl)Cl)C=CC=CC=1OC(=CC1)C)(Cl)Cl 2,4-bis(trichloromethyl)-6-[2-(5-methylfuran-2-yl)vinyl-(ethenyl)]-1,3,5-triazine